C(C)OC(=O)C1=C(N=C(N1O)C1=CC(=CC=C1)C1=NOC(N1)=O)C 1-hydroxy-4-methyl-2-[3-(5-oxo-4,5-dihydro-1,2,4-oxadiazol-3-yl)phenyl]-1H-imidazole-5-carboxylic acid ethyl ester